2-(ethylcarbamoyl)-6-((5-nitrothiazol-2-yl)carbamoyl)phenylacetate C(C)NC(=O)C1=C(C(=CC=C1)C(NC=1SC(=CN1)[N+](=O)[O-])=O)CC(=O)[O-]